C/C=1/CCC2C(CC2C(CC\C1)=C)(C)C (4Z)-4,11,11-trimethyl-8-methylenebicyclo(7.2.0)undec-4-ene